2-mercaptobenzenemethanol SC1=C(C=CC=C1)CO